1-(indolin-5-ylmethyl)-1,3-dihydro-2H-benzo[d]imidazol-2-one N1CCC2=CC(=CC=C12)CN1C(NC2=C1C=CC=C2)=O